O1C=C(C2=C1C=CC=C2)C[C@H](NC(C(C(C)C)C(NCC2=CC(=CC=C2)OC)=O)=O)OB(O)O ((1R)-2-(benzofuran-3-yl)-1-(2-((3-methoxybenzyl)carbamoyl)-3-methylbutanamido)ethyl)boric acid